Methyl ((4-fluorophenyl)(2-hydroxyphenyl)methyl)(phenyl)phosphinate FC1=CC=C(C=C1)C(C1=C(C=CC=C1)O)P(OC)(=O)C1=CC=CC=C1